4-azido-3-fluorobenzyl bromide N(=[N+]=[N-])C1=C(C=C(CBr)C=C1)F